BrC1=C2C(=CNC2=CC=C1)CC1=NC=C(C(=O)OC)C=C1 methyl 6-((4-bromo-1H-indol-3-yl) methyl)nicotinate